[Bi].C(C)(=O)C1=CC=C(C=C1)N1CCC(CC1)CN1C(CCC1)=O 1-((1-(4-acetylphenyl)piperidin-4-yl)methyl)pyrrolidin-2-one bismuth